C(C1=CC=CC=C1)C1(C[C@@H]2[C@@H](CN(C2)C(C(=O)C2=CC=C(C=C2)O)C)C1)O ((3aR,5r,6aS)-5-benzyl-5-hydroxyhexahydrocyclopenta[c]pyrrol-2(1H)-yl)-1-(4-hydroxyphenyl)propan-1-one